C(C1=CC=CC=C1)NC=O N-benzylcarboxamide